1-(2-C-cyano-2-deoxy-beta-D-arabino-pentofuranosyl)-cytosine C(#N)[C@@H]1[C@@H](O[C@@H]([C@H]1O)CO)N1C(=O)N=C(N)C=C1